4-((5-(3-Carbamoylphenyl)-1-(4-(trifluoromethyl)benzyl)-1H-indol-7-amido)methyl)benzoic acid C(N)(=O)C=1C=C(C=CC1)C=1C=C2C=CN(C2=C(C1)C(=O)NCC1=CC=C(C(=O)O)C=C1)CC1=CC=C(C=C1)C(F)(F)F